1,2-benzenedimethanol C=1(C(=CC=CC1)CO)CO